FC1(CN(CC1)C1C(C(C1(C)C)C1CC12N(CCC(C2)C(=O)N)C(=O)C2=NNC(=C2)C2=CC(=NC=C2F)OC)(C)C)F ((1r,3S)-3-(3,3-difluoropyrrolidin-1-yl)-2,2,4,4-tetramethylcyclobutyl)-4-(5-(5-fluoro-2-methoxypyridin-4-yl)-1H-pyrazole-3-carbonyl)-4-azaspiro[2.5]octane-7-carboxamide